1-(6-(azetidin-1-yl)-pyridin-3-yl)-6-cyano-7-(5,7-dihydro-6H-pyrrolo-[3,4-b]pyridin-6-yl)-4-oxo-1,4-dihydroquinoline-3-carboxylic acid N1(CCC1)C1=CC=C(C=N1)N1C=C(C(C2=CC(=C(C=C12)N1CC2=NC=CC=C2C1)C#N)=O)C(=O)O